C12(CC(C1)C2)N2C[C@H](N(S(C1=C2C=C(C(=C1)O/C=C(/C(=O)O)\C)SC)(=O)=O)C)CCCC (R,E)-3-((5-(bicyclo[1.1.1]pentan-1-yl)-3-butyl-2-methyl-7-(methylthio)-1,1-dioxido-2,3,4,5-tetrahydrobenzo[f][1,2,5]thiadiazepin-8-yl)oxy)-2-methylacrylic acid